(S)-3-hydroxy-1-methyl-3-(1-methyl-5-(3-(4,4,5,5-tetramethyl-1,3,2-dioxaborolan-2-yl)phenyl)-1H-pyrazol-3-yl)pyrrolidin-2-one O[C@]1(C(N(CC1)C)=O)C1=NN(C(=C1)C1=CC(=CC=C1)B1OC(C(O1)(C)C)(C)C)C